3-(2-(6-Chloro-4-(((cyclobutylmethyl)amino)methyl)pyridin-2-yl)-3-oxoisoindolin-5-yl)-3-((4-methyl-4H-1,2,4-triazol-3-yl)methyl)cyclobutane-1-carbonitrile ClC1=CC(=CC(=N1)N1CC2=CC=C(C=C2C1=O)C1(CC(C1)C#N)CC1=NN=CN1C)CNCC1CCC1